C(C=C)(=O)OC[Si](OCC)(C)C acryloxymethyldimethylethoxysilan